ethyl 3-[5-(chloromethyl)-1,3,4-thiadiazol-2-yl]-2-acetamido-3,3-difluoropropanoate ClCC1=NN=C(S1)C(C(C(=O)OCC)NC(C)=O)(F)F